C1(=CC=CC=C1)C1=C(C(=C(C(=C1O)C1=CC=CC=C1)C1=CC=CC=C1)C(C)(C)C1=CC=C(C=C1)O)C1=CC=CC=C1 tetraphenylbisphenol A